3,4,6,7,8,9-hexahydro-2H-pyrazino[1,2-a]indol-1-one C1(NCCN2C1=CC=1CCCCC21)=O